BrC1=CC=C(N1CC)C1=CC=C(O1)C=1SC(=CN1)C=C(C#N)C#N ({2-[5-(5-bromo-1-ethyl-1H-pyrrol-2-yl)furan-2-yl]-1,3-thiazol-5-yl}methylidene)propanedinitrile